hexeneoxypentachlorotriphosphazene C(=CCCCC)OP(=NP(N(P(Cl)Cl)Cl)Cl)Cl